C(\C(\C)=C/C(=O)[O-])(=O)OC1CCCC1 monocyclopentyl citraconate